(R)-N-(1-acetylpiperidin-3-yl)-2-(8-isopropyl-5-oxothieno[3',2':4,5]pyrrolo[1,2-d][1,2,4]triazin-6(5H)-yl)acetamide C(C)(=O)N1C[C@@H](CCC1)NC(CN1N=C(N2C(C1=O)=CC1=C2SC=C1)C(C)C)=O